1-ethyl-6-fluoro-7-(4-acetylpiperazin-1-yl)-3-(4-methoxycinnamoyl)-quinolin-4(1H)-one C(C)N1C=C(C(C2=CC(=C(C=C12)N1CCN(CC1)C(C)=O)F)=O)C(C=CC1=CC=C(C=C1)OC)=O